FC(C=1C=C2C=NC(NC2=CC1)=O)(F)F 6-(trifluoro-methyl)quinazolin-2-one